2-methyl-3,5-dinitrobenzoic acid CC1=C(C(=O)O)C=C(C=C1[N+](=O)[O-])[N+](=O)[O-]